Cl(=O)(=O)(=O)[O-].[Co+2].C(=C)N1C=NC=C1.Cl(=O)(=O)(=O)[O-] (1-vinylimidazole) cobalt perchlorate